C(C1CO1)OCCC[Si](OCC)(C)CCCOCC1CO1 bis(γ-glycidoxypropyl)methylethoxysilane